FC(CCCCCC)C(=O)O fluoro-n-heptanecarboxylic acid